C(C)OC(CN(C1=CC(=NC=N1)C(=O)O)C)=O 6-[(2-ethoxy-2-oxoethyl)(methyl)amino]pyrimidine-4-carboxylic acid